CN1N=C(N=C1NC1=CC=CC=C1)\C=C\CC1=CC=CC=C1 (E)-1-methyl-N-phenyl-3-(3-phenylprop-1-en-1-yl)-1H-1,2,4-triazol-5-amine